OC1=CC(=C2C(CC(OC2=C1CC=C(C)C)C1=CC=C(C=C1)O)=O)OC 7-hydroxy-2-(4-hydroxyphenyl)-5-methoxy-8-(3-methylbut-2-en-1-yl)chroman-4-one